FC1=CC=C(C=C1)[C@H](C)NC1=C(C(=O)O)C=CN=C1 (S)-3-((1-(4-fluorophenyl)ethyl)amino)isonicotinic acid